1,3-bis(N,N-diglycidyl-amino)cyclohexane C(C1CO1)N(CC1CO1)C1CC(CCC1)N(CC1CO1)CC1CO1